NC1=C2N=CN(C2=NC=N1)C[C@@H](C)OC[P@@](=O)(OC1=CC=CC=C1)N[C@@H](C)C(=O)OC(C)C isopropyl ((R)-((((R)-1-(6-amino-9H-purin-9-yl)propan-2-yl)oxy)methyl) (phenoxy)phosphoryl)-L-alaninate